2-((tert-butoxycarbonyl)amino)spiro[3.5]non-6-en-7-yl trifluoromethanesulfonate FC(S(=O)(=O)OC1=CCC2(CC(C2)NC(=O)OC(C)(C)C)CC1)(F)F